2-amino-2-methyl-1,3-propanediol fumarate C(\C=C\C(=O)O)(=O)O.NC(CO)(CO)C